[C-]1(C=CC=C1)C1=C(C=CC(=C1)O)C(=O)C1=C(C=C(C=C1)O)[C-]1C=CC=C1.[CH-]1C=CC=C1.[Fe+2].[CH-]1C=CC=C1.[Fe+2] ferrocenyl-(4-hydroxy)-phenyl ketone